C1CC(=O)NC(=O)[C@H]1N2C(=O)C3=CC=CC=C3C2=O The molecule is a 2-(2,6-dioxopiperidin-3-yl)-1H-isoindole-1,3(2H)-dione that has S-configuration at the chiral centre. It has a role as a teratogenic agent. It is an enantiomer of a (R)-thalidomide.